ClC=1C=C(C2=C(N1)N(C=C2)C2CCCC2)C(=O)OC methyl 6-chloro-1-cyclopentyl-1H-pyrrolo[2,3-b]pyridine-4-carboxylate